3,5-dichloro-2,4,6-trifluorobenzene ClC=1C(=CC(=C(C1F)Cl)F)F